[(2S)-1-({4-[(2-amino-4-chloro-5H-pyrrolo[3,2-d]pyrimidin-5-yl)methyl]-3-methoxyphenyl}methyl)pyrrolidin-2-yl]methanol NC=1N=C(C2=C(N1)C=CN2CC2=C(C=C(C=C2)CN2[C@@H](CCC2)CO)OC)Cl